2-Fluoro-1-(4-methoxy-3-nitro-phenoxy)-4-(trifluoromethyl)-benzene FC1=C(C=CC(=C1)C(F)(F)F)OC1=CC(=C(C=C1)OC)[N+](=O)[O-]